C(C1=CC=CC=C1)NC(N(C1=CC=C(C=C1)C1=NN(C=C1)C)[C@@H]1CC[C@H](CC1)NC1=NC=C(C=C1)C#N)=O 3-benzyl-1-(trans-4-((5-cyanopyridin-2-yl)amino)cyclohexyl)-1-(4-(1-methyl-1H-pyrazol-3-yl)phenyl)urea